ClC1=NC(=NC(=C1C(F)(F)F)OC1=CC=C(C=C1)Cl)NS(=O)(=O)C=1C=NN(C1)C N-[4-chloro-6-(4-chlorophenoxy)-5-(trifluoromethyl)pyrimidin-2-yl]-1-methyl-pyrazole-4-sulfonamide